The molecule is a hydroxy fatty acid that is trans-2-heptenoic acid in which the 6-pro-R hydrogen is replaced by a hydroxy group. It is a medium-chain fatty acid, an (omega-1)-hydroxy fatty acid, an alpha,beta-unsaturated monocarboxylic acid and a hydroxy monounsaturated fatty acid. It derives from an (E)-hept-2-enoic acid. C[C@H](CC/C=C/C(=O)O)O